(2s,3s,4r,5r)-5-(2-(5-fluoropyridin-3-yl)-6-((3-methoxybenzyl)amino)-9H-purin-9-yl)-3,4-dihydroxy-N-methyltetrahydrofuran-2-carboxamide FC=1C=C(C=NC1)C1=NC(=C2N=CN(C2=N1)[C@H]1[C@@H]([C@@H]([C@H](O1)C(=O)NC)O)O)NCC1=CC(=CC=C1)OC